dimethyl 2,4-dibromoglutarate BrC(C(=O)OC)CC(C(=O)OC)Br